ClC1=NC(=C2C(=N1)N(N=C2)C=2C=NC=CC2)NN=CC2=CC(=CC=C2)C 6-chloro-4-(2-(3-methylbenzylidene)hydrazinyl)-1-(pyridin-3-yl)-1H-pyrazolo[3,4-d]pyrimidine